ClC1=CC=2C=3C=CC(=CC3N(C(N(C2N=C1)CC)=O)C1=C(C=C(C=C1F)NCCNCC(=O)O)F)C#N 2-({2-[(4-{4-chloro-13-cyano-8-ethyl-9-oxo-6,8,10-triazatricyclo[9.4.0.02,7]pentadeca-1(11),2(7),3,5,12,14-hexaen-10-yl}-3,5-difluorophenyl)amino]ethyl}amino)acetic acid